C(C)(C)C1=C(C(=CC=C1)C(C)C)C=1C(=C(C=2C=3C(=CC=C4C=CC(=C(C5=C(C=CC1C52)OC5=C(C(=CC=C5)F)F)C43)OC4=C(C(=CC=C4)F)F)OC4=C(C(=CC=C4)F)F)OC4=C(C(=CC=C4)F)F)C4=C(C=CC=C4C(C)C)C(C)C bis(2,6-diisopropylphenyl)-1,6,7,12-tetrakis(2,3-difluorophenoxy)perylene